C1(=CC=CC=C1)[C@H]([C@H]1CNC2=C(N1)N=CC=C2)NC[C@H](C)C=2C=C(C=CC2)CC(=O)N |o1:19| 2-(3-((R or S)-1-(((R)-phenyl((R)-1,2,3,4-tetrahydropyrido[2,3-b]pyrazin-3-yl)methyl)amino)propan-2-yl)phenyl)acetamide